2-(2,6-dioxopiperidin-3-yl)-5-((4-(thieno[2,3-d]pyrimidin-4-yl)piperazin-1-yl)methyl)isoindoline-1,3-dione O=C1NC(CCC1N1C(C2=CC=C(C=C2C1=O)CN1CCN(CC1)C=1C2=C(N=CN1)SC=C2)=O)=O